N-(2,6-dimethylphenyl)-2-(pyrrolidin-1-yl)Acetamide ((2S,5S)-3-((4-chlorobenzoyl)oxy)-5-(2,6-dioxo-3,6-dihydropyrimidin-1(2H)-yl)tetrahydrofuran-2-yl)methyl-4-chlorobenzoate ClC1=CC=C(C(=O)OC2[C@@H](O[C@@H](C2)N2C(NC=CC2=O)=O)COC(C2=CC=C(C=C2)Cl)=O)C=C1.CC1=C(C(=CC=C1)C)NC(CN1CCCC1)=O